C1(CC1)C=1N(C(=NN1)CCCNC(=O)NC1CCOCC1)C1=CC=CC=C1 1-(3-(5-cyclopropyl-4-phenyl-4H-1,2,4-triazol-3-yl)propyl)-3-(tetrahydro-2H-pyran-4-yl)urea